thiazolopyridinylamide N1=C(SC2=C1C=CC=N2)[NH-]